(4-iodophenyl)(methyl)sulfane IC1=CC=C(C=C1)SC